CN(C1=NN=C(O1)C=1C=C2C=C(N=CC2=CC1)NC(=O)C1CCN(CC1)C(=O)OC(C)(C)C)C tert-butyl 4-[[6-[5-(dimethylamino)-1,3,4-oxadiazol-2-yl]-3-isoquinolyl]carbamoyl]piperidine-1-carboxylate